S1C(=NCC1)C(C)=O 1-(4,5-dihydro-1,3-thiazol-2-yl)ethanone